3-(1-Methyl-1H-1,2,3-triazol-4-yl)pyrazin CN1N=NC(=C1)C=1C=NC=CN1